N-(3-chloro-5-methanesulfonamidophenyl)-5-{3-[(5-fluoropyridin-3-yl)methoxy]pyridin-2-yl}-1-methylpyrrole-3-carboxamide ClC=1C=C(C=C(C1)NS(=O)(=O)C)NC(=O)C1=CN(C(=C1)C1=NC=CC=C1OCC=1C=NC=C(C1)F)C